tert-butyl (3-(2-methyl-1-oxopropan-2-yl)phenyl)carbamate CC(C=O)(C)C=1C=C(C=CC1)NC(OC(C)(C)C)=O